(2S,3S,4S,5S)-4-[[3-(3,4-Difluoro-2-methoxy-phenyl)-4-ethyl-5-methyl-5-(trifluoromethyl)tetrahydrofuran-2-carbonyl]amino]pyridin-2-carboxamid FC=1C(=C(C=CC1F)[C@H]1[C@H](O[C@@]([C@H]1CC)(C(F)(F)F)C)C(=O)NC1=CC(=NC=C1)C(=O)N)OC